C(CCCCCCCCCCCCCCCCC)(=O)OC1=C(C=C(C=C1)\C=C\C(=O)OCCO)OC(CCCCCCCCCCCCCCCCC)=O (E)-4-(3-(2-hydroxyethoxy)-3-oxoprop-1-en-1-yl)-1,2-phenylene distearate